(S)- and (R)-4-(2-((2-(1H-indol-3-yl)-2-oxo-1-phenylethyl)amino)ethyl)benzamide N1C=C(C2=CC=CC=C12)C([C@H](C1=CC=CC=C1)NCCC1=CC=C(C(=O)N)C=C1)=O |r|